C1(=CC=CC=C1)C1CC(=NO1)C=1N=C(SC1)C1CCN(CC1)C(C)=O 1-{4-[4-(5-phenyl-4,5-dihydro-1,2-oxazol-3-yl)-1,3-thiazol-2-yl]piperidin-1-yl}ethanone